3-benzyl-6-(4-(trifluoromethyl)benzyl)-2,3,4,6-tetrahydrobenzo[c][2,7]naphthyridin-5(1H)-one C(C1=CC=CC=C1)N1CCC=2C3=C(N(C(C2C1)=O)CC1=CC=C(C=C1)C(F)(F)F)C=CC=C3